OC[C@H](C1=CC=CC=C1)NC1=CC(=NC=C1C=1OC=NN1)NC1=CC=C2C(N3C(C2=C1)CC1C(C3)C1)=O 7-((4-(((S)-2-hydroxy-1-phenylethyl)amino)-5-(1,3,4-oxadiazol-2-yl)pyridin-2-yl)amino)-1,1a,2,8b,9,9a-hexahydro-4H-cyclopropa[4,5]pyrido[2,1-a]isoindol-4-one